S1C(=NC2=C1C=CC=C2)NC2=C(C1=C(N=N2)N(CCC1)C=1SC(=C(N1)C(=O)O)CCCOC1=C(C=C(C=C1)C#CC(C)(N1CCCC1)C)F)C 2-[3-(1,3-Benzothiazol-2-ylamino)-4-methyl-6,7-dihydro-5H-pyrido[2,3-c]pyridazin-8-yl]-5-[3-[2-fluoro-4-(3-methyl-3-pyrrolidin-1-yl-but-1-ynyl)phenoxy]propyl]thiazole-4-carboxylic acid